N,N-bis[(4-methoxyphenyl)methyl]-1-(oxan-2-yl)-1H-pyrazole-4-sulfonamide COC1=CC=C(C=C1)CN(S(=O)(=O)C=1C=NN(C1)C1OCCCC1)CC1=CC=C(C=C1)OC